[Si](C)(C)(C(C)(C)C)O[C@@H]1C[C@@H](N(C1)C(=O)OCC1=CC=CC=C1)C=C benzyl (2R,4R)-4-((tert-butyldimethylsilyl)oxy)-2-vinylpyrrolidine-1-carboxylate